FC(C(=O)O)(F)F.OC=1C=C2CCN(CC2=CC1O)C1=NC(=NC(=C1)N1CCN(CC1)C)NC=1SC(=C(N1)C)C(=O)OCC 2-[[4-(3,4-dihydro-6,7-dihydroxy-2(1H)-isoquinolinyl)-6-(4-methyl-1-piperazinyl)-2-pyrimidinyl]amino]-4-methyl-5-thiazolecarboxylic acid, ethyl ester, trifluoroacetate salt